2-(((2R,3S,4R,5R)-5-(6-amino-9H-purin-9-yl)-2-(((tert-butyldimethylsilyl)oxy)methyl)-4-hydroxytetrahydrofuran-3-yl)oxy)-1,3,2-dithiaphospholane 2-sulfide NC1=C2N=CN(C2=NC=N1)[C@H]1[C@@H]([C@@H]([C@H](O1)CO[Si](C)(C)C(C)(C)C)OP1(SCCS1)=S)O